isopropyl cis-3-((oxetan-3-ylsulfonyl)amino)-2-((6-phenylpyridin-2-yl)methyl)piperidine-1-carboxylate O1CC(C1)S(=O)(=O)N[C@@H]1[C@@H](N(CCC1)C(=O)OC(C)C)CC1=NC(=CC=C1)C1=CC=CC=C1